[Si](C)(C)(C(C)(C)C)OC[C@H](NC(=O)C=1N=C(SC1)N1C[C@H](CCC1)NC(=O)C1CCOCC1)C(=O)OC methyl O-(tert-butyldimethylsilyl)-N-(2-((S)-3-(tetrahydro-2H-pyran-4-carboxamido)piperidin-1-yl)thiazole-4-carbonyl)-L-serinate